NC=1N=CNC1C(=O)C1=CC=C(C=C1)C (4-amino-1H-imidazol-5-yl)(p-tolyl)methanone